CN1C=NC2=C1C=C(C=C2)C2=CN=CC(=N2)C(=O)N 6-(1-methyl-1H-1,3-benzodiazol-6-yl)pyrazine-2-carboxamide